CN(C1=C(C=C(C=C1)C1=NC(=C2C=CC=NC2=C1)NC1CCC(CC1)N)OC)C N-[7-[4-(dimethylamino)-3-methoxyphenyl]-1,6-naphthyridine-5-yl]-1,4-cyclohexanediamine